N,N-Dimethyl-N-Ethyl-N-Phenylethylammonium bis(trifluoromethanesulfonyl)imide [N-](S(=O)(=O)C(F)(F)F)S(=O)(=O)C(F)(F)F.C[N+](CCC1=CC=CC=C1)(CC)C